C(CCC)C1=C(O)C=CC(=C1)O butylquinol